N-Ethyl-N-methylpyridine-4-carboxamide C(C)N(C(=O)C1=CC=NC=C1)C